N1=CC=C2N1CCCC2COC(=S)NN (((4H,5H,6H,7H-pyrazolo(1,5-a)pyridin-4-ylmethoxy)methanethioyl)amino)amine